4-(3-isopentoxyphenyl)tetrahydropyran-4-carboxylic acid C(CC(C)C)OC=1C=C(C=CC1)C1(CCOCC1)C(=O)O